N-(5-((6-((R)-3-(3,5-difluorophenyl)isoxazolidine-2-yl)pyrimidine-4-yl)amino)-4-methoxy-2-((S)-2-methylmorpholino)phenyl)acrylamide FC=1C=C(C=C(C1)F)[C@@H]1N(OCC1)C1=CC(=NC=N1)NC=1C(=CC(=C(C1)NC(C=C)=O)N1C[C@@H](OCC1)C)OC